tert-butyl 2-(4-(6-((4-cyanobenzyl)oxy)pyridin-2-yl)-2,3,6-trifluorobenzyl)-1-(2-methoxyethyl)-1H-benzo[d]imidazole-6-carboxylate C(#N)C1=CC=C(COC2=CC=CC(=N2)C2=C(C(=C(CC3=NC4=C(N3CCOC)C=C(C=C4)C(=O)OC(C)(C)C)C(=C2)F)F)F)C=C1